3-oxo-4-(4-fluorophenyl)-3,4-dihydropyrazine-2-carboxamide O=C1C(=NC=CN1C1=CC=C(C=C1)F)C(=O)N